ClC=1C(=CC(=C(N)C1)F)C=1C=NC=C(C1)COC 5-Chloro-2-fluoro-4-(5-(methoxymethyl)pyridine-3-yl)aniline